(monofluoromethyl)sulfur FC[S]